tert-Butyl ((1R,5S)-3-(7-chloro-8-fluoro-2-(((2R,7aS)-2-fluorohexahydro-1H-pyrrolizin-7a-yl)methoxy)pyrido[4,3-d]pyrimidin-4-yl)-3-azabicyclo[3.1.0]hexan-1-yl)carbamate ClC1=C(C=2N=C(N=C(C2C=N1)N1C[C@]2(C[C@H]2C1)NC(OC(C)(C)C)=O)OC[C@]12CCCN2C[C@@H](C1)F)F